ethyl-4-chloropyrimidine C(C)C1=NC=CC(=N1)Cl